N-(4-(chlorodifluoromethoxy)phenyl)-6-(4-(((2-(2,6-dioxopiperidin-3-yl)-7-fluoro-1-oxoisoindolin-5-yl)methyl)(methyl)amino)piperidin-1-yl)-5-(1H-pyrazol-5-yl)nicotinamide ClC(OC1=CC=C(C=C1)NC(C1=CN=C(C(=C1)C1=CC=NN1)N1CCC(CC1)N(C)CC=1C=C2CN(C(C2=C(C1)F)=O)C1C(NC(CC1)=O)=O)=O)(F)F